NCCOCCNC(C1=C(C=C(C=C1)NC=1C=2N(C=CN1)C(=CN2)C2=C(C(=C(C=C2)OCC#N)F)F)CC)=O N-[2-(2-Aminoethoxy)ethyl]-4-[[3-[4-(cyanomethoxy)-2,3-difluorophenyl]imidazo[1,2-a]pyrazin-8-yl]amino]-2-ethylbenzamid